NC=1C=C(C=C(C1)C(F)(F)F)[C@@H](C)NC1=NC(=NC2=CC(=C(C=C12)OC1CCN(CC1)CC1=C(C=CC=C1)NC1C(NC(CC1)=O)=O)OC)C 3-((2-((4-((4-(((R)-1-(3-amino-5-(trifluoromethyl)phenyl)ethyl)amino)-7-methoxy-2-methylquinazolin-6-yl)oxy)piperidin-1-yl)methyl)phenyl)amino)piperidine-2,6-dione